N-(3-hydroxy-4-methoxybenzyl)propylamine OC=1C=C(CNCCC)C=CC1OC